5-bromoisoindoline-1,3-dione BrC=1C=C2C(NC(C2=CC1)=O)=O